N,N-dibenzyl-3,5-difluoro-4-iodo-2-methoxyaniline C(C1=CC=CC=C1)N(C1=C(C(=C(C(=C1)F)I)F)OC)CC1=CC=CC=C1